6-bromo-2-(trifluoromethyl)quinolin-4-ol BrC=1C=C2C(=CC(=NC2=CC1)C(F)(F)F)O